COC=1C=C(/C=C/C=2SC3=C(N2)C=C(C=C3)N(C(OC(C)(C)C)=O)C)C=CC1OCOC (E)-tert-butyl (2-(3-methoxy-4-(methoxymethoxy)styryl)benzo[d]thiazol-5-yl)(methyl)carbamate